8-(azetidin-3-ylmethoxy)-6-(4-fluorophenyl)-N-((6-methylpyridazin-3-yl)methyl)quinazolin-4-amine N1CC(C1)COC=1C=C(C=C2C(=NC=NC12)NCC=1N=NC(=CC1)C)C1=CC=C(C=C1)F